[N+](=O)([O-])C1=CC=C(C=C1)SCCCCCCO 6-((4-nitrophenyl)thio)hexan-1-ol